tri-iso-octyl tri-phosphate P(=O)(OCCCCCC(C)C)([O-])[O-].P(=O)(OCCCCCC(C)C)([O-])[O-].P(=O)(OCCCCCC(C)C)([O-])[O-]